N-[(2R)-4-amino-2-cyclopropyl-4-oxobutan-2-yl]-4-cyclopropyl-3-(3,3-difluoropyrrolidin-1-yl)benzamide NC(C[C@](C)(C1CC1)NC(C1=CC(=C(C=C1)C1CC1)N1CC(CC1)(F)F)=O)=O